Bis-(dimethylphosphino)propan CP(C)C(C)(C)P(C)C